6-formylaminoindole-2-carboxylic acid C(=O)NC1=CC=C2C=C(NC2=C1)C(=O)O